3-(2-methylbenzyl)-7-(4-phenylbutyl)-2,3,6,7,8,9-hexahydroimidazo[1,2-a]pyrido[3,4-e]pyrimidin-5(1H)-one CC1=C(CN2CCN3C2=NC(C2=C3CCN(C2)CCCCC2=CC=CC=C2)=O)C=CC=C1